C(CCCCCCC\C=C/CCCCCCCCCC)(=O)O (Z)-eicosa-9-enoic acid